Cl.Cl.CC(CC(CC)=O)=O hexane-2,4-dione dihydrochloride